C(C1=CC=CC=C1)N1C(C(=CC(=C1)C(=O)N[C@H]1[C@@H](C1)COC)C(=O)NC)=O |r| (±)-1-benzyl-N5-((trans)-2-(methoxymethyl)cyclopropyl)-N3-methyl-2-oxo-1,2-dihydropyridine-3,5-dicarboxamide